2,8-diiododibenzo[b,d]furan IC1=CC2=C(OC3=C2C=C(C=C3)I)C=C1